ClC1=CC(=C(C=C1)C=1N=NN(C1CN1N=CC(=CC1=O)C=1C=NC(=C(C1)Cl)OC)CC)F 2-((4-(4-chloro-2-fluorophenyl)-1-ethyl-1H-1,2,3-triazol-5-yl)methyl)-5-(5-chloro-6-methoxypyridin-3-yl)pyridazin-3(2H)-one